4-amino-6-methylpyridine-3-carboxylic acid NC1=C(C=NC(=C1)C)C(=O)O